cis-7-(3-hydroxycyclobutoxy)-2-((7-methyl-5-(methylsulfonyl)-1H-indol-4-yl)methyl)-2H-indazole-6-carbonitrile O[C@H]1C[C@H](C1)OC1=C(C=CC2=CN(N=C12)CC1=C2C=CNC2=C(C=C1S(=O)(=O)C)C)C#N